O1CCN(CC1)C=1C2=C(N=C(N1)N/N=C/C=1C=C(C=CC1)C)OC(=C2)C(=O)N2CCNCC2 [4-morpholino-2-[(2E)-2-(m-tolylmethylene)hydrazino]furo[2,3-d]pyrimidin-6-yl]-piperazin-1-yl-methanone